C(CCCCCCCCCCCCCCC)(=O)OP(OC[C@@H](CO)O)(=O)OC(CCCCCCCCCCCCCCC)=O Dipalmitoyl-sn-glycero-3-phosphate